(2-(dinonylamino)ethyl)(nonylamino)-N-tetradecylacetamide C(CCCCCCCC)N(CCC(C(=O)NCCCCCCCCCCCCCC)NCCCCCCCCC)CCCCCCCCC